1-[5-tert-butyl-2-(4-methyl-3-carbamoyl-phenyl)-2H-pyrazol-3-yl]-3-[4-(2-morpholin-4-yl-ethoxy)naphthalen-1-yl]-urea C(C)(C)(C)C=1C=C(N(N1)C1=CC(=C(C=C1)C)C(N)=O)NC(=O)NC1=CC=C(C2=CC=CC=C12)OCCN1CCOCC1